C=1(C(=CC=C2C=CC=CC12)C(=O)O)C(=O)O naphthalene-dicarboxylic acid